N[C@H]1CN(CCC1)C(=O)C1=NN(C(=C1)C1=CC(=C(C#N)C=C1)F)C1=C(C=C(C=C1)N1C[C@@H](CC1)OC)F 4-(3-((R)-3-aminopiperidine-1-carbonyl)-1-(2-fluoro-4-((R)-3-methoxypyrrolidine-1-yl)phenyl)-1H-pyrazole-5-yl)-2-fluorobenzonitrile